4-benzyl 1-(tert-butyl) ((pentafluorophenyl)sulfonyl)-L-aspartate FC1=C(C(=C(C(=C1S(=O)(=O)N[C@@H](CC(=O)OCC1=CC=CC=C1)C(=O)OC(C)(C)C)F)F)F)F